N-[2-chloro-3-[(1-methyltetrazol-5-yl)carbamoyl]-6-(trifluoromethoxy)phenyl]pyridine-2-carboxamide ClC1=C(C(=CC=C1C(NC1=NN=NN1C)=O)OC(F)(F)F)NC(=O)C1=NC=CC=C1